N-ethyl-N-(5-fluoro-2-(6-hydroxy-3,4-dihydroisoquinolin-2(1H)-yl)phenyl)-4-(2-(pyrrolidin-1-yl)ethoxy)benzamide C(C)N(C(C1=CC=C(C=C1)OCCN1CCCC1)=O)C1=C(C=CC(=C1)F)N1CC2=CC=C(C=C2CC1)O